FC=1C=CC2=C(CCO2)C1CNC1=NC=C(C=2N1C=C(N2)C#N)C2=CC(=NN2C)C(=O)N2CCOCC2 5-(((5-fluoro-2,3-dihydrobenzofuran-4-yl)methyl)amino)-8-(1-methyl-3-(morpholine-4-carbonyl)-1H-pyrazol-5-yl)imidazo[1,2-c]pyrimidine-2-carbonitrile